4-(cyclopentylmethoxy)-5-cyclopropyl-N-((4-(((1S,2S)-2-(dimethylamino)cyclohexyl)amino)-2-fluorophenyl)sulfonyl)-2-fluorobenzamide C1(CCCC1)COC1=CC(=C(C(=O)NS(=O)(=O)C2=C(C=C(C=C2)N[C@@H]2[C@H](CCCC2)N(C)C)F)C=C1C1CC1)F